tert-butyl (1S,2S,5R)-2-vinyl-3,8-diazabicyclo[3.2.1]octane-8-carboxylate C(=C)[C@H]1[C@@H]2CC[C@H](CN1)N2C(=O)OC(C)(C)C